(S)-5-amino-4-(5-(6-amino-3-cyano-5-(trifluoromethyl)pyridin-2-yl)-1-oxoisoindolin-2-yl)-5-oxopentanoic acid tert-butyl ester C(C)(C)(C)OC(CC[C@@H](C(=O)N)N1C(C2=CC=C(C=C2C1)C1=NC(=C(C=C1C#N)C(F)(F)F)N)=O)=O